CC=1N(C(=NN1)S)N=CC1=CC=C(C=C1)C 5-methyl-4-((4-methylbenzylidene)amino)-4H-1,2,4-triazole-3-thiol